S(=O)(=O)([O-])[O-].[Na+].C(CCC)OC(CCCCCCC\C=C/CCCCCCCC)=O.[Na+] oleic acid n-butyl ester sodium sulfate